N-(1-(2-(((1H-pyrrolo[3,2-c]pyridine-2-yl)methyl)amino)-2-oxoethyl)-6-oxo-2-phenyl-1,6-dihydropyrimidin-5-yl)-2-(3-methoxyphenyl)oxazole-4-carboxamide N1C(=CC=2C=NC=CC21)CNC(CN2C(=NC=C(C2=O)NC(=O)C=2N=C(OC2)C2=CC(=CC=C2)OC)C2=CC=CC=C2)=O